1-(5-((9-(4-(tert-butyl)pyridin-2-yl)-9H-carbazol-2-yl)oxy)-2',6'-diisopropyl-[1,1'-biphenyl]-3-yl)-3-phenyl-1H-benzo[d]imidazol-3-ium chloride [Cl-].C(C)(C)(C)C1=CC(=NC=C1)N1C2=CC=CC=C2C=2C=CC(=CC12)OC=1C=C(C=C(C1)C1=C(C=CC=C1C(C)C)C(C)C)N1C=[N+](C2=C1C=CC=C2)C2=CC=CC=C2